ClC1=CC=C(CN2C[C@@](CC2)([C@H]2OCC2(C)C)CCC=2C=CC(=NC2)C#N)C=C1 |o1:11| 5-(2-((R)-1-(4-chlorobenzyl)-3-((R or S)-3,3-dimethyloxetan-2-yl)pyrrolidin-3-yl)ethyl)picolinonitrile